(4-hydroxyphenyl)-3,3-dimethyl-2,3-dihydro-1H-inden-5-ol OC1=CC=C(C=C1)C1CC(C2=CC(=CC=C12)O)(C)C